BrC1=CC(=C(C=C1)N1C(=NC2=CC(=C(C=C2C1=O)/C=C/C(=O)OCC)F)CC)F (E)-ethyl 3-(3-(4-bromo-2-fluorophenyl)-2-ethyl-7-fluoro-4-oxo-3,4-dihydroquinazolin-6-yl)acrylate